3-ethoxypropyl-triethoxysilane C(C)OCCC[Si](OCC)(OCC)OCC